O1C(CCCC1)OCC=1N=NN(C1)CCCC=C(C(=O)N)C (3-(4-(((tetrahydro-2H-pyran-2-yl)oxy)methyl)-1H-1,2,3-triazol-1-yl)propyl)methacrylamide